Benzyl (3-oxo-3-((3-oxopropyl)amino)propyl)carbamate O=C(CCNC(OCC1=CC=CC=C1)=O)NCCC=O